ClC1=CC(=NC(=C1)C(=O)O)C(=O)O 4-chloropyridine-2,6-dicarboxylic acid